CC=1C=C(C=C(C1)C)NC=1C(=C(C#N)C=CC1)[N+](=O)[O-] 3-((3,5-dimethylphenyl)amino)-2-nitrobenzonitrile